BrC1=CC=C(C(=O)NC2=CC(=C(C(=O)OC)C=C2)C=2N=NN(N2)CCCCCC)C=C1 methyl 4-(4-bromobenzamido)-2-(2-hexyl-2H-1,2,3,4-tetrazol-5-yl)benzoate